6-(Azetidin-1-yl)-4-fluoro-N-(5-methoxy-1,2,3-benzothiadiazole-4-sulfonyl)-1-benzofuran-2-carboxamide N1(CCC1)C1=CC2=C(C=C(O2)C(=O)NS(=O)(=O)C=2C(=CC=C3C2N=NS3)OC)C(=C1)F